C(C)OC(=O)C=1C=C2CN(C(C2=CC1N)=O)C 6-Amino-2-methyl-1-oxoisoindoline-5-carboxylic acid ethyl ester